5-(2-ethylhexyl)norbornene C(C)C(CC1C2C=CC(C1)C2)CCCC